tert-Butyl (3-(4-aminopiperidin-1-yl)propyl)carbamate NC1CCN(CC1)CCCNC(OC(C)(C)C)=O